N-(2-amino-2-oxoethyl)-5,6-dimethyl-6H-pyrido[4,3-b]carbazole-9-carboxamide NC(CNC(=O)C1=CC=2C=3C=C4C(=C(C3N(C2C=C1)C)C)C=CN=C4)=O